ClC1=CC(=C(C=N1)C1=NN=C(S1)C1CCC(CC1)NC(OC(C)(C)C)=O)NC tert-butyl ((1r,4r)-4-(5-(6-chloro-4-(methylamino)pyridin-3-yl)-1,3,4-thiadiazol-2-yl)cyclohexyl)carbamate